C(C)OC(=O)C1=C(N(C(=C(C1C1=C(C=CC=C1)[N+](=O)[O-])C(=O)OCC)C)CCCC)C N-butyl-2,6-dimethyl-4-(2-nitrophenyl)-1,4-dihydropyridine-3,5-dicarboxylic acid diethyl ester